2,4-Dimethoxybenzyl (11S,19R)-11-benzyl-19-cyclopropyl-1-(9H-fluoren-9-yl)-3,6,9,12,15-pentaoxo-2,18-dioxa-4,7,10,13,16-pentaazaicosan-20-oate C(C1=CC=CC=C1)[C@H](NC(CNC(CNC(OCC1C2=CC=CC=C2C=2C=CC=CC12)=O)=O)=O)C(NCC(NCO[C@@H](C(=O)OCC1=C(C=C(C=C1)OC)OC)C1CC1)=O)=O